C1CO[C@@H]([C@H]1O)CO 1,2-DIDEOXY-D-RIBOSE